C(=CCCC)C=CC(=C)C pentenyl-(3-methyl-butadiene)